Cl.N1CCC(CC1)N1C(=NC=C1)C=O 1-(PIPERIDIN-4-YL)-2-FORMYLIMIDAZOLE HCL